COC1=C(C2=C(OCCCO2)C=C1)S(=O)(=O)Cl 7-methoxy-3,4-dihydro-2H-1,5-benzodioxepin-6-sulfonyl chloride